methyl 4-(4-cyano-2-methoxyphenyl)-2-methyl-5-oxo-1,4,5,6-tetrahydro-1,6-naphthyridine-3-carboxylate C(#N)C1=CC(=C(C=C1)C1C(=C(NC=2C=CNC(C12)=O)C)C(=O)OC)OC